FC(C(C)(C)O)(F)C=1C(=C(C=CC1)[C@@H](C)NC1=NC(=NC2=CC3=C(C=C12)N(C([C@]3(C)OCC)=O)C)C)F |&1:28| (R/S)-4-(((R)-1-(3-(1,1-difluoro-2-hydroxy-2-methylpropyl)-2-fluorophenyl)ethyl)amino)-8-ethoxy-2,6,8-trimethyl-6,8-dihydro-7H-pyrrolo[2,3-g]quinazolin-7-one